methanesulfonyloxy-2-azaspiro[3.5]nonane-2-methanol CS(=O)(=O)OC1N(CC12CCCCC2)CO